The molecule is a member of the class of pterocarpans that is the 3-O-methyl ether of (+)-6a-hydroxymaackiain (the 6aR,12aR stereoisomer). A phytoalexin found in pods of garden peas (Pisum sativum) and other plants of the pea family, including Tephrosia candida. It has a role as a phytoalexin and a plant metabolite. It is a member of pterocarpans, a tertiary alcohol and an aromatic ether. It derives from a (+)-6a-hydroxymaackiain. COC1=CC2=C(C=C1)[C@@H]3[C@](CO2)(C4=CC5=C(C=C4O3)OCO5)O